[Si](C)(C)(C(C)(C)C)OCC1C(C12CCN(CC2)C(=O)OC(C)(C)C)F tert-butyl 1-{[(tert-butyldimethylsilyl) oxy] methyl}-2-fluoro-6-azaspiro[2.5]octane-6-carboxylate